BrC=1C=NC=2C(NC=CC2C1)=O 3-Bromo-1,7-naphthyridin-8(7H)-one